BrC1=C(OC(C(=O)O)(C)C2=C(C=C(C=C2)Cl)F)C=CC=C1 2-(2-Bromophenoxy)-2-(4-chloro-2-fluorophenyl)propanoic acid